Sulfo-5,8-diaza-spiro[3.5]nonane S(=O)(=O)(O)C1CCC12NCCNC2